Ethyl-((2-(trimethylsilyl) ethoxy) methyl)-1H-pyrazole-4-carboxylate C(C)C1=NN(C=C1C(=O)[O-])COCC[Si](C)(C)C